3-(2-(hydroxyimino)propyl)-1,2,4-thiadiazole ON=C(CC1=NSC=N1)C